2-{2-[(dicyclopropyl-4H-1,2,4-triazol-3-yl)sulfanyl]acetamido}-4,5,6,7-tetrahydro-1-benzothiophene-3-carboxamide C1(CC1)C=1N(C(=NN1)SCC(=O)NC=1SC2=C(C1C(=O)N)CCCC2)C2CC2